COC1CCNCC1C(=O)C1=NC=CC=C1OC[C@@H]1C[C@@H](C1)C(F)(F)F 4-methoxy-5-{[(cis-3-(trifluoromethyl)-cyclobutyl)methoxy]-pyridine-2-carbonyl}piperidin